(E)-tert-butyl 3-(4-(5-methoxy-5-oxo-2-phenyl-1-(4-(pivaloyloxy)phenyl)pent-1-en-1-yl)phenyl)azetidin-1-carboxylate COC(CC\C(=C(/C1=CC=C(C=C1)OC(C(C)(C)C)=O)\C1=CC=C(C=C1)C1CN(C1)C(=O)OC(C)(C)C)\C1=CC=CC=C1)=O